dimethyl-octadecyl-[3-trihydroxysilylpropyl]ammonium chloride [Cl-].C[N+](CCC[Si](O)(O)O)(CCCCCCCCCCCCCCCCCC)C